tolyl-triazole C1(=C(C=CC=C1)C=1N=NNC1)C